5-((5-(3-cyclopropylprop-1-ynyl)-1-methyl-6-oxo-1,6-dihydropyridin-3-yl)oxy)-1H-1,2,3-triazole-4-carboxylic acid C1(CC1)CC#CC1=CC(=CN(C1=O)C)OC1=C(N=NN1)C(=O)O